COC1=CC=C2C(=CC=NC2=C1)C1=CC=C2CCN(CC2=C1)S(=O)(=N)C 7-methoxy-4-(2-(S-methylsulfonimidoyl)-1,2,3,4-tetrahydroisoquinolin-7-yl)quinoline